9-methoxy-2-methylimidazo[1,2-a]quinoline-4-carboxamide COC=1C=CC=C2C=C(C=3N(C12)C=C(N3)C)C(=O)N